OC1=C(C=CC(=C1)O)C(CC1=CC(=C(C=C1)O)OC)=O 1-(2,4-dihydroxyphenyl)-2-(4-hydroxy-3-methoxyphenyl)-ethanone